C(C)(C)(C)OC(=O)N1CC(C1)OCC(C)(C)S(=O)(=O)C1(CC1)CN1C(C2=C(CC1)C(=NN2C)C(=O)O)=O 6-((1-((1-((1-(tert-butoxycarbonyl)azetidin-3-yl)oxy)-2-methylpropan-2-yl)sulfonyl)cyclopropyl)methyl)-1-methyl-7-oxo-4,5,6,7-tetrahydro-1H-pyrazolo[3,4-c]pyridine-3-carboxylic acid